(R)-N'-((5-(pyridin-4-yl)-2,3-dihydro-1H-inden-4-yl)carbamoyl)-6,7-dihydro-5H-pyrazolo[5,1-b][1,3]oxazine-3-sulfonimidamide N1=CC=C(C=C1)C=1C(=C2CCCC2=CC1)NC(=O)N=[S@](=O)(N)C=1C=NN2C1OCCC2